C1(=CC=CC=C1)C1=CC=C(C=C1OC)N 6-phenyl-m-anisidine